2-(6-(1,1'-biphenyl-4-yl)-dibenzothiophene-4-yl)-4-(1,1'-biphenyl-3-yl)-6-phenyl-1,3,5-triazine C1(=CC=C(C=C1)C1=CC=CC=2C3=C(SC21)C(=CC=C3)C3=NC(=NC(=N3)C=3C=C(C=CC3)C3=CC=CC=C3)C3=CC=CC=C3)C3=CC=CC=C3